2,2-difluoro-3-((5-nitropyridin-2-yl)oxy)propan-1-ol FC(CO)(COC1=NC=C(C=C1)[N+](=O)[O-])F